N-((3S,4S)-3-((6-(2,6-dichloro-3,5-di-methoxyphenyl)-8-((2-hydroxyethyl)amino)pyrido[3,4-d]pyrimidin-2-yl)amino)tetrahydro-2H-pyran-4-yl)acryl-amide ClC1=C(C(=C(C=C1OC)OC)Cl)C1=CC2=C(N=C(N=C2)N[C@@H]2COCC[C@@H]2NC(C=C)=O)C(=N1)NCCO